C(C)(=O)NC=1C=C(OC2=NC3=CC=C(C=C3C=C2)C(=O)O)C=C(C1)OC (3-acetamido-5-methoxyphenoxy)quinoline-6-carboxylic acid